CC1=C(C=C(N)C=C1)C1=NN(C=C1)C 4-methyl-3-(1-methyl-1H-pyrazol-3-yl)aniline